3-bromo-5-[2-(triethylsilyl)ethynyl]aniline BrC=1C=C(N)C=C(C1)C#C[Si](CC)(CC)CC